NC=1C=2N(C3=C(N1)C=NC(=C3)C(=O)N3[C@@H]1[C@H](O[C@@H](C3)C)CC=3C=C(C=CC31)Cl)C(=NC2)C (4-amino-1-methylimidazo[1,5-a]pyrido[3,4-e]pyrazin-8-yl)((2R,4aS,9aR)-7-chloro-2-methyl-2,3,9,9a-tetrahydroindeno[2,1-b][1,4]oxazin-4(4aH)-yl)methanone